2-(tetrahydro-2H-pyran-4-yl)-2,8-diazaspiro[4.5]decane O1CCC(CC1)N1CC2(CC1)CCNCC2